COC(C)(OCC)OC dimethoxy(ethoxy)ethane